C(C)N1C(N(C2=NC(=NC=C12)NC=1C(=CC=2N(C1)N=CN2)C)C2CCOCC2)=O 7-ethyl-2-((7-methyl-[1,2,4]triazolo[1,5-a]pyridin-6-yl)amino)-9-(tetrahydro-2H-pyran-4-yl)-7,9-dihydro-8H-purin-8-one